N-(7-chloro-6-(1-((3S,4S)-4-hydroxy-3-methyltetrahydrofuran-3-yl)piperidin-4-yl)isoquinolin-3-yl)-2-(5-methylthiophen-2-yl)cyclopropane-1-carboxamide ClC1=C(C=C2C=C(N=CC2=C1)NC(=O)C1C(C1)C=1SC(=CC1)C)C1CCN(CC1)[C@]1(COC[C@H]1O)C